C(C)OC(=O)C=1C(=NNC1)CCl 3-(chloromethyl)-1H-pyrazole-4-carboxylic acid ethyl ester